[Na+].C(=C)S(=O)(=O)[O-] vinyl-sulfonate sodium salt